FC1=C2C(N(C(=NC2=CC=C1)[C@H](CC)NC1=C2NC=NC2=NC=N1)C1=CC=CC=C1)=O 5-fluoro-3-phenyl-2-[(1S)-1-(7H-purin-6-ylamino)propyl]quinazolin-4-one